3-(4-bromophenyl)-1H-pyrazol-5-ol BrC1=CC=C(C=C1)C1=NNC(=C1)O